FC=1C=C(C=C(C1)F)[C@H]1[C@@H](CN(C1)CCOC)NC(=O)NC1=C(C(=NN1C1=CC=CC=C1)OC[C@@H](C)O)C 1-((3S,4R)-4-(3,5-difluorophenyl)-1-(2-methoxyethyl)pyrrolidin-3-yl)-3-(3-((R)-2-hydroxypropoxy)-4-methyl-1-phenyl-1H-pyrazol-5-yl)urea